tert-butyl (Z)-3-(2-((4-methoxyphenyl)sulfonyl)hydrazineylidene)-2-methylazetidine-1-carboxylate COC1=CC=C(C=C1)S(=O)(=O)N\N=C\1/C(N(C1)C(=O)OC(C)(C)C)C